N=1C=CN2N=C(C=CC21)C=2C=CC(=C(C2)NC(=O)N2OCC[C@H]2C2=CC=CC=C2)C (S)-N-(5-(imidazo[1,2-b]pyridazin-6-yl)-2-methylphenyl)-3-phenylisoxazolidine-2-carboxamide